CC1N(CC=C1)C(=O)OCC ethyl 2-methyl-3-pyrroline-1-carboxylate